N1-(2-chloro-5-morpholinopyrimidin-4-yl)-6-fluorobenzene-1,3-diamine ClC1=NC=C(C(=N1)NC1=CC(=CC=C1F)N)N1CCOCC1